2-methoxy-5-(pentafluorosulfanyl)benzonitrile COC1=C(C#N)C=C(C=C1)S(F)(F)(F)(F)F